CN(C1=CC=C(C=C1)C=CC#N)C 3-(4-(dimethylamino)phenyl)acrylonitrile